BrC=1C=CC(=C(OCCCC(=O)OCC)C1)CNC(=O)OC(C)(C)C ethyl 4-[5-bromo-2-[(tert-butoxycarbonylamino)methyl]phenoxy]butanoate